The molecule is a glycoside formed between the branched tetrasaccharide alpha-L-Fuc-(1->2)-[alpha-D-GalNAc-(1->3)]-beta-D-Gal-(1->3)-alpha-D-GalNAc and the alkenyl alcohol oct-7-en-1-ol. It contains an alpha-L-Fucp-(1->2)-[alpha-D-GalpNAc-(1->3)]-beta-D-Galp-(1->3)-alpha-D-GalpNAc-yl group. It derives from an oct-7-en-1-ol. C[C@H]1[C@H]([C@H]([C@@H]([C@@H](O1)O[C@@H]2[C@H]([C@H]([C@H](O[C@H]2O[C@@H]3[C@H]([C@H](O[C@@H]([C@@H]3O)CO)OCCCCCCC=C)NC(=O)C)CO)O)O[C@@H]4[C@@H]([C@H]([C@H]([C@H](O4)CO)O)O)NC(=O)C)O)O)O